3-(1-methyl-6-(trifluoromethyl)-1H-benzo[d]imidazol-5-yl)phenylbenzamide CN1C=NC2=C1C=C(C(=C2)C=2C=C(C=CC2)C2=C(C(=O)N)C=CC=C2)C(F)(F)F